(R)-N-(1-(1-(2,2,2-trifluoroethyl)-1H-pyrazolo[3,4-c]pyridin-5-yl)ethyl-1-d)-2-(4-(trifluoromethyl)phenyl)acetamide FC(CN1N=CC=2C1=CN=C(C2)[C@](C)([2H])NC(CC2=CC=C(C=C2)C(F)(F)F)=O)(F)F